CC1N(CCOC1)C1=C2C(=NC(=C1)C1=C3C(=NC=C1)NC=C3)N(C=N2)S(=O)(=O)C 3-methyl-4-(3-(methylsulfonyl)-5-(1H-pyrrolo[2,3-b]pyridin-4-yl)-3H-imidazo[4,5-b]pyridin-7-yl)morpholine